4-(2-Fluoro-5-(trifluoromethoxy)benzyl)-7-(2-(methylamino)-[1,2,4]triazolo[1,5-a]pyridin-7-yl)-3,4-dihydropyrido[3,2-f][1,4]oxazepin-5(2H)-one FC1=C(CN2CCOC3=C(C2=O)C=C(C=N3)C3=CC=2N(C=C3)N=C(N2)NC)C=C(C=C1)OC(F)(F)F